ClC=1C=CC(=C(C(=O)OCC)C1)NC1=C(C(=CC=C1)C#N)C ethyl 5-chloro-2-((3-cyano-2-meth-ylphenyl)amino)-benzoate